ClC=1C(=CC=C2C(=CNC12)S(=O)(=O)Cl)C(F)F 7-chloro-6-(difluoromethyl)-1H-indole-3-sulfonyl chloride